C(C)(=O)OC(C(=O)NC1CC1)[C@H](C[C@H]1C(NCC1)=O)N (3S)-3-amino-1-(cyclopropylamino)-1-oxo-4-((S)-2-oxopyrrolidin-3-yl)butan-2-yl acetate